ClC1=C(C=CC=C1Cl)C=1N=C(C(=NC1C)N1CCC2(CCC[C@H]2NC(OC(C)(C)C)=O)CC1)C(N(C)OC)=O tert-butyl (R)-(8-(5-(2,3-dichlorophenyl)-3-(methoxy(methyl)carbamoyl)-6-methylpyrazin-2-yl)-8-azaspiro[4.5]decan-1-yl)carbamate